tetramethyldisilylenecyclopentadienyl-(4-phenyl-1,5,6,7-tetrahydro-s-indacenyl)zirconium (IV) dichloride [Cl-].[Cl-].CC1=C(C(=C(C1[Zr-2](C1C=CC2=C(C=3CCCC3C=C12)C1=CC=CC=C1)(=[SiH2])=[SiH2])C)C)C